3-methylbenzyl alcohol CC=1C=C(CO)C=CC1